(3R)-1-{2-[1-(cyclopropylmethyl)-6-(1H-indazol-4-yl)-1H-indol-2-yl]-4-methoxy-3-methylpyrazolo[1,5-a]pyridine-6-carbonyl}piperidin-3-amine C1(CC1)CN1C(=CC2=CC=C(C=C12)C1=C2C=NNC2=CC=C1)C1=NN2C(C(=CC(=C2)C(=O)N2C[C@@H](CCC2)N)OC)=C1C